C(C)C1=C(C(=CC(=C1)CC)CCC)O 2,4-diethyl-6-propylphenol